dimethyl (5-(benzo[d][1,3]dioxol-5-yl)-1,3,4-oxadiazol-2-yl)carbonimidodithioate O1COC2=C1C=CC(=C2)C2=NN=C(O2)N=C(SC)SC